N-(3-chloro-4-fluorophenyl)piperidine-3-carboxamide trifluoroacetate FC(C(=O)O)(F)F.ClC=1C=C(C=CC1F)NC(=O)C1CNCCC1